[C@H]12OCC[C@@H]2[C@H]1C(=O)N (1R,5R,6R)-2-oxabicyclo[3.1.0]hexane-6-carboxamide